benzyl 1,4-dioxa-10-azadispiro[4.2.48.25]tetradecane-10-carboxylate O1CCOC12CCC1(CN(CC1)C(=O)OCC1=CC=CC=C1)CC2